1,3-bis(diphenyl-phosphino)propane C1(=CC=CC=C1)P(CCCP(C1=CC=CC=C1)C1=CC=CC=C1)C1=CC=CC=C1